C(C)(C)(C)P(C1C(C1)(C1=CC=CC=C1)C1=CC=CC=C1)C(C)(C)C di-tert-butyl-(2,2-diphenyl-1-cyclopropyl)phosphine